(S)-3-(5-(((S)-1-((8-fluoro-2-((3aS*,6aS*)-hexahydro-5H-furo[2,3-c]pyrrol-5-yl)quinazolin-6-yl)methyl)pyrrolidin-3-yl)oxy)-1-oxoisoindolin-2-yl)piperidine-2,6-dione FC=1C=C(C=C2C=NC(=NC12)N1C[C@@H]2[C@H](C1)CCO2)CN2C[C@H](CC2)OC=2C=C1CN(C(C1=CC2)=O)[C@@H]2C(NC(CC2)=O)=O |o1:13,14|